C1(C=CC(C2=NC=3C(C=CC(C3N=C12)=O)=O)=O)=O phenazine-1,4,6,9-tetraone